4-(2-aminopyrimidin-5-yl)-2-fluorobenzoic Acid NC1=NC=C(C=N1)C1=CC(=C(C(=O)O)C=C1)F